C(CCCCCCCCCCC)NCCCNCCCN N-(n-dodecyl)-N'-(3-aminopropyl)-1,3-propanediamine